FC1=C(C(=C(C(=C1OB(O)O)F)F)F)F.O1C(OCC1)C1=CN=C(S1)C(=O)N1CCC2=C(C=CC=C12)Br [5-(1,3-Dioxolan-2-yl)thiazol-2-yl](4-bromoindolin-1-yl)methanone (pentafluoro-phenyl)borate